N-(2-aminophenyl)-10-((6-(5-fluoro-6-methoxypyridin-3-yl)-4-methylquinazolin-8-yl)oxy)decanoamide NC1=C(C=CC=C1)NC(CCCCCCCCCOC=1C=C(C=C2C(=NC=NC12)C)C=1C=NC(=C(C1)F)OC)=O